C(C)(C)(C)OC(=O)NC(=NS(=O)(=O)C(F)(F)F)NC(=O)OC(C)(C)C N,N'-bis(tertbutoxycarbonyl)-N''-trifluoromethanesulfonyl-guanidine